Cl.C1OCCC12CN(CC2)C2COC1(C2)CCNCC1 3-(2-oxa-7-azaspiro[4.4]non-7-yl)-1-oxa-8-azaspiro[4.5]decane hydrochloride